CC1=CC=C(C=C1)C(=C(C1=CC=CC=C1)C1=CC=CC=C1)C1=CC=CC=C1 1-(4-methylphenyl)-1,2,2-triphenylethylene